Cl.FC=1C=C(C#N)C=CC1COC1=NC(=CC=C1)C1CCNCC1 3-fluoro-4-(((6-(piperidin-4-yl)pyridin-2-yl)oxy)methyl)benzonitrile hydrogenchloride salt